N=1C(=NN2C1C=CC=C2)C#CC2=C1C=C(N=CC1=C(N=C2)NC)NC(=O)C2CC2 N-(5-([1,2,4]triazolo[1,5-a]pyridin-2-ylethynyl)-8-(methylamino)-2,7-naphthyridin-3-yl)cyclopropanecarboxamide